2-(4-isopropyl-5-(8-methoxy-[1,2,4]triazolo[1,5-a]pyridin-6-yl)-1H-pyrazol-3-yl)-5-(1-methylpiperidin-4-yl)thiazole C(C)(C)C=1C(=NNC1C=1C=C(C=2N(C1)N=CN2)OC)C=2SC(=CN2)C2CCN(CC2)C